FC1=C2C(=CN=C1C1CCN(CC1)C(C)C)NC(=C2C(C)C)C=2C=C(C=1N(C2)N=CN1)C 6-(4-fluoro-3-isopropyl-5-(1-isopropylpiperidin-4-yl)-1H-pyrrolo[2,3-c]pyridin-2-yl)-8-methyl-[1,2,4]triazolo[1,5-a]pyridine